C(C)(C)(C)OC(=O)N1N=C(C=C1)C 3-methyl-pyrazole-1-carboxylic acid tert-butyl ester